(3R,4R,5S)-5-(difluoromethyl)-piperidine-3,4-diol FC([C@@H]1[C@H]([C@@H](CNC1)O)O)F